1H,4H,5H,6H-pyrrolo[2,3-c]pyrrole-6-one N1C=CC2=C1C(NC2)=O